NCCC1=CC(O)=C(O)C=C1.[Zr] zirconium dopamine